OC1(CCCC1)C1=NC=C(C(=N1)OC1=CC=CC=C1)C(=O)NC(C)C=CS(=O)(=O)C 2-(1-hydroxycyclopentyl)-N-(4-(methylsulfonyl)but-3-en-2-yl)-4-phenoxypyrimidine-5-carboxamide